N-[5-[2-[4-[4-(2,6-dioxo-3-piperidyl)phenyl]-1-piperidyl]ethyl-methyl-amino]pentyl]-5-[rac-(2R)-2-(2,5-difluorophenyl)pyrrolidin-1-yl]pyrazolo[1,5-a]pyrimidine-3-carboxamide O=C1NC(CCC1C1=CC=C(C=C1)C1CCN(CC1)CCN(CCCCCNC(=O)C=1C=NN2C1N=C(C=C2)N2[C@H](CCC2)C2=C(C=CC(=C2)F)F)C)=O |r|